(1R,3S,4R)-N-((R)-1-cyano-2-((R)-2-oxopyrrolidin-3-yl)ethyl)-2-((R)-3-cyclobutyl-2-(2,2,2-trifluoroacetamido)propanoyl)-5,5-difluoro-2-azabicyclo[2.2.2]octane-3-carboxamide C(#N)[C@@H](C[C@@H]1C(NCC1)=O)NC(=O)[C@H]1N([C@H]2CC([C@@H]1CC2)(F)F)C([C@@H](CC2CCC2)NC(C(F)(F)F)=O)=O